N1-(2-(4-(2-aminoethyl)piperazin-1-yl)ethyl)-ethane-1,2-diamine NCCN1CCN(CC1)CCNCCN